CO[Si](OC)(OC)OC tetramethyloxysilane